2-[(2S)-1-[(2,3-difluorophenyl)methyl]-5-oxopyrrolidin-2-yl]-N-methyl-N-phenylacetamide FC1=C(C=CC=C1F)CN1[C@@H](CCC1=O)CC(=O)N(C1=CC=CC=C1)C